ClC1=C(C(=C2C=NNC2=C1)C1=NC=CC2=C1SC=1N=C(N=C(C12)N1CCOC[C@](C1)(O)C)OC[C@]12CCCN2C[C@@H](C1)F)C#C (6S)-4-(8-(6-chloro-5-ethynyl-1H-indazol-4-yl)-2-(((2R,7aS)-2-fluorotetrahydro-1H-pyrrolizin-7a(5H)-yl)methoxy)pyrido[4',3':4,5]thieno[2,3-d]pyrimidin-4-yl)-6-methyl-1,4-oxazepan-6-ol